C(C)C1C(=CC2=CC=CC=C12)[Hf]C=1C(C2=CC=CC=C2C1)CC bis(1-ethylindenyl)hafnium